FC(C1=NN=C(O1)C=1C=CC(=NC1)CN1C(N(C(C1=O)(C)C)C1=CC(=CC=C1)C=1CCN(CC1)C)=O)F 3-((5-(5-(difluoromethyl)-1,3,4-oxadiazol-2-yl)pyridin-2-yl)methyl)-5,5-dimethyl-1-(3-(1-methyl-1,2,3,6-tetrahydropyridin-4-yl)phenyl)imidazolidin-2,4-dione